ClC=1C=C(C2=C(C(OC(=N2)C=2N(N=C(C2)COCC2=CC=C(C=C2)Cl)C2=NC=CC=C2Cl)=O)C1)C 6-chloro-2-[5-[(4-chlorophenyl)methoxymethyl]-2-(3-chloro-2-pyridyl)pyrazol-3-yl]-8-methyl-3,1-benzoxazin-4-one